BrC1=CC=C(C=C1)N(C1=CC=CC=C1)C1=CC=C(C=C1)C1=CC=C(C=C1)C1=CC=CC2=CC=CC=C12 (4-bromophenyl)[4'-(1-naphthyl)biphenyl-4-yl]aniline